N-(4-bromo-2-fluorophenyl)-4-methyl-1H-pyrazol-5-carboxamide BrC1=CC(=C(C=C1)NC(=O)C1=C(C=NN1)C)F